3-(5-((3-(4'-chloro-5,5-dimethyl-3,4,5,6-tetrahydro-[1,1'-biphenyl]-2-carbonyl)imidazolidine-1-yl)methyl)-1-oxoisoindolin-2-yl)piperidine-2,6-dione ClC1=CC=C(C=C1)C1=C(CCC(C1)(C)C)C(=O)N1CN(CC1)CC=1C=C2CN(C(C2=CC1)=O)C1C(NC(CC1)=O)=O